6-(Difluoromethyl)-4-(2-fluorophenyl)-1-(methylamino)-3H-pyrido[1,2-c]pyrimidin-3-one FC(C1=CC=2N(C(=NC(C2C2=C(C=CC=C2)F)=O)NC)C=C1)F